5-(benzyloxy)-N-(1-ethyl-2-oxopyrrolidin-3-yl)-2-methylbenzofuran-3-carboxamide C(C1=CC=CC=C1)OC=1C=CC2=C(C(=C(O2)C)C(=O)NC2C(N(CC2)CC)=O)C1